C(C)N1N=CC=C1C(=O)NCC(=O)O 2-[(2-ethylpyrazole-3-carbonyl)amino]acetic acid